methyl (E)-((2-(3,7-dimethylocta-2,6-dien-1-yl)-3-hydroxy-5-pentylphenoxy)methyl)(phenyl)carbamate C\C(=C/CC1=C(OCN(C(OC)=O)C2=CC=CC=C2)C=C(C=C1O)CCCCC)\CCC=C(C)C